((benzyloxy)methyl)-1-(2-chloro-7-fluoro-4-isopropylquinolin-6-yl)-4-ethyl-1H-1,2,4-triazol-5(4H)-one C(C1=CC=CC=C1)OCC1=NN(C(N1CC)=O)C=1C=C2C(=CC(=NC2=CC1F)Cl)C(C)C